2-(4-{[(1r,3s)-3-hydroxycyclohexyl]amino}pyrrolo[1,2-d][1,2,4]triazin-1-yl)-5-(trifluoromethyl)phenol O[C@@H]1C[C@@H](CCC1)NC1=NN=C(C=2N1C=CC2)C2=C(C=C(C=C2)C(F)(F)F)O